NC=1C(=NC(=CN1)Br)C(=O)NC1=CC=C(C=C1)S(=O)(=O)CP(OC)(OC)=O dimethyl (4-(3-amino-6-bromopyrazine-2-carboxamido)phenylsulfonyl)methylphosphonate